BrC1=CC(=C(C=C1)S(=O)(=O)Cl)F 4-Bromo-2-fluoro-benzenesulfonyl chloride